4-bromo-6-(1H-imidazol-1-yl)picolinic acid BrC1=CC(=NC(=C1)N1C=NC=C1)C(=O)O